butyl-5'-methyl-3a-nitro-2'-oxo-4-(p-tolyl)-3a,9b-dihydro-4H-spiro[cyclopenta[c]benzopyran-1,3'-indoline]-2-carbonitrile C(CCC)N1C(C2(C3=CC(=CC=C13)C)C(=CC1(C(OC3=C(C12)C=CC=C3)C3=CC=C(C=C3)C)[N+](=O)[O-])C#N)=O